10-(4'-bromo-[1,1'-biphenyl]-3-yl)benzo[kl]thioxanthene BrC1=CC=C(C=C1)C1=CC(=CC=C1)C1=CC=2C3=C4C(C=CC=C4SC2C=C1)=CC=C3